CN(CCN(C)C)C.[NH4+] ammonium tetramethylethylenediamine